BrC1=NC(=C(C=2N=C(N=C(C21)N2[C@@H](CCCC2)C=C)SCC)F)Cl (S)-5-bromo-7-chloro-2-(ethylthio)-8-fluoro-4-(2-vinylpiperidin-1-yl)pyrido[4,3-d]pyrimidine